1-(4-cyanophenyl)-3-(3-oxo-2,3-dihydro-1H-inden-5-yl)urea C(#N)C1=CC=C(C=C1)NC(=O)NC=1C=C2C(CCC2=CC1)=O